C(C)(C)(C)C1(CCCCC1)OO tert-butyl-peroxylcyclohexane